ClC1=C(\C=N\O[C@@H](C(=O)O)C)C=C(C(=C1)F)N1C(N(C(N(C1=O)C)=S)C)=O (2R)-2-({(E)-[2-chloro-5-(3,5-dimethyl-2,6-dioxo-4-sulfanylidene-1,3,5-triazinan-1-yl)-4-fluorobenzylidene]amino}oxy)propanoic acid